O1CC[C@H]2N(CC[C@H]21)C2=NC(=NC(=C2)N2N=C(C=C2)C2=CC(=CC=C2)OC)OCCO 2-((4-((3aR,6aR)-hexahydro-4H-furo[3,2-b]pyrrol-4-yl)-6-(3-(3-methoxyphenyl)-1H-pyrazol-1-yl)pyrimidin-2-yl)oxy)ethan-1-ol